N1C=NC(=C1)C#N 1H-imidazole-4-carbonitrile